1-bromo-4-[(chloromethyl)sulfonyl]benzene BrC1=CC=C(C=C1)S(=O)(=O)CCl